Cl.Cl.N1C(=NC2=C1C=CC=C2)CC(=O)NCCC=2SC=C(N2)C(=O)NCC2=NC=CC=C2F 2-{2-[2-(1H-1,3-Benzodiazol-2-yl)acetylamino]ethyl}-N-[(3-fluoropyridin-2-yl)methyl]-1,3-thiazole-4-carboxamide dihydrochloride